FC1(CC(C1)C1=NC(=NO1)C=1C=CC(=C(C1)NC(=O)C1=CN=C2N1C=CC(=C2)COCC(C)(C)O)C)F N-(5-(5-(3,3-difluorocyclobutyl)-1,2,4-oxadiazol-3-yl)-2-methylphenyl)-7-((2-hydroxy-2-methylpropoxy)methyl)imidazo[1,2-a]pyridine-3-carboxamide